1-methyl-5-norbornene CC12CCC(C=C1)C2